C1(CC1)C=1N=C(SC1)[C@@H](C)N(C(OCC1=CC=CC=C1)=O)CC benzyl (R)-(1-(4-cyclopropylthiazol-2-yl)ethyl)(ethyl)carbamate